N-((1R,3r,5S)-9-methyl-9-azabicyclo[3.3.1]nonan-3-yl)-2,3-dihydro-1H-pyrrolo[1,2-a]indole-9-carboxamide formate C(=O)O.CN1[C@H]2CC(C[C@@H]1CCC2)NC(=O)C2=C1N(C=3C=CC=CC23)CCC1